BrC1=CC=CC(=N1)/C=C(/C(=O)N[C@@H](C)C1=CC=CC=C1)\C#N (E)-3-(6-bromopyridin-2-yl)-2-cyano-N-[(1S)-1-phenylethyl]prop-2-enamide